2-(4,4-difluoropiperidin-1-yl)-6-methoxy-N-(((3-methylazetidin-3-yl)oxy)methyl)-7-(3-(pyrrolidin-1-yl)propoxy)quinazolin-4-amine FC1(CCN(CC1)C1=NC2=CC(=C(C=C2C(=N1)NCOC1(CNC1)C)OC)OCCCN1CCCC1)F